N-(2'-amino-3-methyl-5'H-spiro[isochroman-4,4'-thiazol]-6-yl)-5-fluoromethylpyridinamide NC=1SCC2(N1)C(OCC1=CC=C(C=C12)NC(=O)C1=NC=C(C=C1)CF)C